NC1=CC(=C(C(=N1)C(F)(F)F)C)[C@@H](C)NC1=C2C(=C(N=N1)C)C=NC(=C2)Cl (R)-N-(1-(6-amino-3-methyl-2-(trifluoromethyl)pyridin-4-yl)ethyl)-7-chloro-4-methylpyrido[3,4-d]pyridazin-1-amine